NC=1SC=C(N1)C1=CC(=C(C(=O)OC)C=C1)C methyl 4-(2-aminothiazol-4-yl)-2-methylbenzoate